N-(4-(cis-bicyclo[3.1.0]hexan-3-yloxy)-3,5-difluorophenyl)-5-ethyl-2-(5-azaspiro[2.4]heptan-5-yl)oxazole-4-carboxamide C12CC(CC2C1)OC1=C(C=C(C=C1F)NC(=O)C=1N=C(OC1CC)N1CC2(CC2)CC1)F